CC1=C(C=NN1C1=CC=NC=C1)NC(CC)=S N-(5-methyl-1-(pyridin-4-yl)-1H-pyrazol-4-yl)propanethioamide